C(C)(C)(C)OC(=O)NCCN(CCCO)C(C(=O)[O-])CCCCCC ((2-((tert-butoxycarbonyl)amino)ethyl)(3-hydroxypropyl)amino)octanoate